COC=1C=C(C=CC1)C(C)NC(=O)C1=C(OC=2N=CN=C(C21)NC2(CC2)C)C N-[1-(3-methoxyphenyl)ethyl]-6-methyl-4-[(1-methylcyclopropyl)amino]furo[2,3-d]pyrimidine-5-carboxamide